FC=1C(=CC=2N(C1)C=CN2)I 6-fluoro-7-iodo-imidazo[1,2-a]pyridine